4-amino-N-(6-methyl-1-((2-methyl-1,2,3,4-tetrahydroisoquinolin-7-yl)amino)isoquinolin-5-yl)quinazoline-8-carboxamide NC1=NC=NC2=C(C=CC=C12)C(=O)NC1=C2C=CN=C(C2=CC=C1C)NC1=CC=C2CCN(CC2=C1)C